FC(C1=CC=CC2=C1OCC1=C2N=C(S1)N)(F)F 6-(trifluoromethyl)-4H-chromeno[4,3-d]thiazol-2-amine